O=C1CCCN(C12CC2)C(=O)OC(C)(C)C tert-butyl 8-oxo-4-azaspiro[2.5]octane-4-carboxylate